9-(isopentyloxy)-1H-imidazo[4,5-c]quinolin-4-amine C(CC(C)C)OC=1C=2C3=C(C(=NC2C=CC1)N)N=CN3